3-(5-(((1r,2s,3s,4s)-3-(3-ethoxyazetidin-1-yl)bicyclo[2.2.1]hept-2-yl)oxy)-1-oxoisoindolin-2-yl)piperidine-2,6-dione C(C)OC1CN(C1)[C@@H]1[C@H]([C@@H]2CC[C@H]1C2)OC=2C=C1CN(C(C1=CC2)=O)C2C(NC(CC2)=O)=O